FC1=C(C=O)C(=CC(=C1)OC)F 2,6-difluoro-4-methoxybenzaldehyde